ClC=1C=C(C=CC1Cl)C1=C(C(=C2N=C(C(=NC2=C1)N)N)C1=CC(=C(C=C1)Cl)Cl)[N+](=O)[O-] (E)-bis(3,4-dichlorophenyl)-6-nitroquinoxaline-2,3-diamine